FC=1C=C2C(CCN(C2=CC1)/C(/C(=O)OC)=C/C(=O)OC)COC dimethyl 2-(6-fluoro-4-(methoxymethyl)-3,4-dihydroquinolin-1(2H)-yl)maleate